2-methyl-3-(phenylmethyl)benzothiazole iodide salt [I-].CC1SC2=C(N1CC1=CC=CC=C1)C=CC=C2